4-hydroxymandelic acid 4-methoxyphenylpropanoate COC1=CC=C(C=C1)OC(CC)=O.OC1=CC=C(C(C(=O)O)O)C=C1